2-(5-(((1R,3s,5S)-8-azabicyclo[3.2.1]octan-3-yl)oxy)pyrazin-2-yl)-5-(1H-imidazol-1-yl)phenol [C@H]12CC(C[C@H](CC1)N2)OC=2N=CC(=NC2)C2=C(C=C(C=C2)N2C=NC=C2)O